rac-1-(((1r,3r)-3-((tert-butyldiphenylsilyl)oxy)cyclobutyl)methyl)-4-(2,3-dichloro-6-((2-(trimethylsilyl)ethoxy)methoxy)phenyl)pyrrolidin-2-one [Si](C1=CC=CC=C1)(C1=CC=CC=C1)(C(C)(C)C)OC1CC(C1)CN1C(C[C@@H](C1)C1=C(C(=CC=C1OCOCC[Si](C)(C)C)Cl)Cl)=O |r|